N-[(1,3-benzoxazol-2-yl)methyl]-N-methyl-2-(pyridin-2-yl)-5H,6H,7H-cyclopenta[d]pyrimidin-4-amine O1C(=NC2=C1C=CC=C2)CN(C=2C1=C(N=C(N2)C2=NC=CC=C2)CCC1)C